2-bromo-5-(6-(trifluoromethyl)pyridazin-3-yl)oxazole BrC=1OC(=CN1)C=1N=NC(=CC1)C(F)(F)F